C(C)(C)C=1SC(=C(N1)C1=NC(=CC=C1)C)OC1=CC(=NC=C1)NC=1C=C(C=CC1)S(=O)(=O)N 3-((4-((2-isopropyl-4-(6-methylpyridin-2-yl)thiazol-5-yl)oxy)pyridin-2-yl)amino)benzenesulfonamide